C(C1=CC=CC=C1)OC=1C=C(C=CC1)N1C(NN=C1C1=NC2=CC=CC=C2C=C1)=S 4-(3-(Benzyloxy)phenyl)-5-(quinolin-2-yl)-2,4-dihydro-3H-1,2,4-triazole-3-thione